(S)-4-(4-fluorophenoxy)-N-(7-((4-hydroxy-1-methylpiperidin-4-yl)ethynyl)-5-methyl-4-oxo-2,3,4,5-tetrahydrobenzo[b][1,4]oxazepin-3-yl)pyridineamide FC1=CC=C(OC2=CC(=NC=C2)C(=O)N[C@@H]2C(N(C3=C(OC2)C=CC(=C3)C#CC3(CCN(CC3)C)O)C)=O)C=C1